2-(4,4-difluoropiperidin-1-yl)-N-(4-hydroxypyrimidin-2-yl)-5-(trifluoromethyl)-nicotinamide FC1(CCN(CC1)C1=C(C(=O)NC2=NC=CC(=N2)O)C=C(C=N1)C(F)(F)F)F